2-(2-Chloro-4-methylpyridin-3-yl)-7-fluoro-4-isopropyl-1-oxo-1,2-dihydroisoquinolin-6-yl trifluoromethanesulfonate FC(S(=O)(=O)OC=1C=C2C(=CN(C(C2=CC1F)=O)C=1C(=NC=CC1C)Cl)C(C)C)(F)F